FC(C=1C=C(C=CC1)C=1C=NC=C(/C=N/O)C1)(F)F (E)-5-(3-(Trifluoromethyl)phenyl)nicotinaldehyde oxime